(R)-4-methyl-N-(1-(2-methyl-3-(trifluoromethyl)phenyl)ethyl)-7-(2,8-diazaspiro[4.5]decan-8-yl)phthalazin-1-amine hydrochloride salt Cl.CC1=NN=C(C2=CC(=CC=C12)N1CCC2(CCNC2)CC1)N[C@H](C)C1=C(C(=CC=C1)C(F)(F)F)C